BrC1=CC=C(C=C1)C(C(F)(F)F)(C(F)F)O (4-bromophenyl)-1,1,1,3,3-Pentafluoropropan-2-ol